(3R,10R)-7-((2S,5R)-4-acryloyl-2,5-dimethyl-piperazin-1-yl)-9-chloro-10-(2-fluoro-6-hydroxyphenyl)-3-(morpholinomethyl)-2,3-dihydro-5H-[1,4]-oxazino[2,3,4-ij]-quinazolin-5-one C(C=C)(=O)N1C[C@@H](N(C[C@H]1C)C1=NC(N2C3=C(C(=C(C=C13)Cl)C1=C(C=CC=C1O)F)OC[C@H]2CN2CCOCC2)=O)C